[4-chloro-6-(2,6-dimethyl phenyl) pyrimidineyl] carbamate C(N)(OC1=NC(=CC(=N1)Cl)C1=C(C=CC=C1C)C)=O